2,2'-oxybis(1,3,2-dioxaphosphinane) O(P1OCCCO1)P1OCCCO1